FC1=C(C(=O)OC)C=CC(=C1)C1=CN=C(S1)C methyl 2-fluoro-4-(2-methyl-1,3-thiazol-5-yl)benzoate